3-{4-[4-Amino-3-hydroxypiperidin-1-yl]-3-(3-fluoro-5-methylphenyl)chinolin-6-yl}-5-fluoro-2-hydroxybenzonitril NC1C(CN(CC1)C1=C(C=NC2=CC=C(C=C12)C=1C(=C(C#N)C=C(C1)F)O)C1=CC(=CC(=C1)C)F)O